CC(C(C)NC1CCC(CC1)NC(=O)C1=NNC(=C1C(C)C)C=1C=C(C=2N(C1)N=CN2)C)(C)C N-((1r,4r)-4-((3,3-dimethylbut-2-yl)amino)cyclohexyl)-4-isopropyl-5-(8-methyl-[1,2,4]triazolo[1,5-a]pyridin-6-yl)-1H-pyrazole-3-carboxamide